C1(=CC=CC=C1)[Si](O[Si](O[Si](C)(C1=CC=CC=C1)C1=CC=CC=C1)(C)C1=CC=CC=C1)(C)C1=CC=CC=C1 1,1,3,5,5-pentaphenyl-1,3,5-trimethyltrisiloxane